ethyl 2-(2-((5-(2-(aminomethyl)pyridin-4-yl)-2-methylbenzofuran-3-yl)methoxy)-4-methoxyphenyl)acetate NCC1=NC=CC(=C1)C=1C=CC2=C(C(=C(O2)C)COC2=C(C=CC(=C2)OC)CC(=O)OCC)C1